C(C)(C)(C)C=1C=C(C=C(C1O)C(C)(C)C)CC(C(=O)[O-])CCCCCCC(C(=O)[O-])CC1=CC(=C(C(=C1)C(C)(C)C)O)C(C)(C)C hexamethylene-bis[3-(3,5-di-t-butyl-4-hydroxyphenyl) propionate]